NC(C(=O)[O-])C.[Li+] lithium aminopropionate